ClC=1C(=NC(=NC1)NC1=C(C=C(C(=C1)C)C=1C[C@@H](N([C@H](C1)C)C1COC1)C)OC(C)C)NC1=C(C=CC=C1)S(=O)(=O)C(C)C 5-chloro-N2-(4-((trans)-2,6-dimethyl-1-(oxetan-3-yl)-1,2,3,6-tetrahydropyridin-4-yl)-2-isopropoxy-5-methylphenyl)-N4-(2-(iso-propylsulfonyl)phenyl)pyrimidine-2,4-diamine